FC1=C(C=NN1C)C(=O)O 5-FLUORO-1-METHYL-1H-PYRAZOLE-4-CARBOXYLIC ACID